2,4-diamino-3,5-dimethylthiochlorobenzene NC1=C(C=C(C(=C1SC)N)SC)Cl